P1(=O)(OC2=C(C=C(C=C2C(C)(C)C)C(C)(C)C)CC2=C(C(=CC(=C2)C(C)(C)C)C(C)(C)C)O1)[O-].[Na+] sodium 2,2'-methylene-bis-(4,6-di-t-butylphenyl) phosphate